N-(4'-amino-[1,1'-biphenyl]-4-yl)hex-5-enamide NC1=CC=C(C=C1)C1=CC=C(C=C1)NC(CCCC=C)=O